collidine CC1=CC(=NC(=C1)C)C